C1(=CC=C(C=C1)C=1OC2=CC=CC=3C2=C(C1)C=CC3)C3=CC=CC=C3 2-([1,1'-biphenyl]-4-yl)benzo[de]chromene